sodium [4-{5-((1-methyl-3-(pyridin-2-yl)-1H-pyrazol-4-yl) carbamoyl) furan-2-yl}-1H-pyrazol-1-yl] methylphosphonate CP(ON1N=CC(=C1)C=1OC(=CC1)C(NC=1C(=NN(C1)C)C1=NC=CC=C1)=O)([O-])=O.[Na+]